C1=CC=CC=2NC(C3=C(CC21)C=CC=C3)=O dibenzo[b,e]azepin-6(11H)-one